CC(C[C@@H](C(=O)O)NC1=CC=CC=C1)C (S)-4-methyl-2-(phenylamino)pentanoic acid